COC1=C(C(=O)O)C=CC=C1 2-methyl-Oxybenzoic acid